C(C(C)(C)C)(=O)C1=C(C=CC=C1)O 2-pivaloyl-phenol